6-[[tert-butoxycarbonyl(2,6-dichloro-3,5-dimethoxy-phenyl)carbamoyl]-methyl-amino]pyrimidin-4-yl-N-[4-(7-ethyl-2,7-diazaspiro[3.5]nonan-2-yl)-2-(prop-2-enoylamino)phenyl]carbamate C(C)(C)(C)OC(=O)N(C(=O)N(C1=CC(=NC=N1)N(C([O-])=O)C1=C(C=C(C=C1)N1CC2(C1)CCN(CC2)CC)NC(C=C)=O)C)C2=C(C(=CC(=C2Cl)OC)OC)Cl